CN1CCN(CC1)C1=CC(=NC(=C1)C1=CC2=CC=CC=C2C=C1)N 4-(4-methylpiperazin-1-yl)-6-(naphthalen-2-yl)pyridin-2-amine